C(C)(C)(C)OC(N[C@@H](C(=O)N[C@H](C(=O)NCC=1C(=NC(=CC1)N)C)C)CCC1=CC=CC=C1)=O ((R)-1-(((S)-1-(((6-amino-2-methylpyridin-3-yl)methyl)amino)-1-oxopropan-2-yl)amino)-1-oxo-4-phenylbutan-2-yl)carbamic acid tert-butyl ester